(Z)-3-chloroacrylic acid Cl\C=C/C(=O)O